N-((1R,3R,5S)-8-((((1R,5S,6r)-3-((2,2-Difluorocyclopropyl)methyl)-3-azabicyclo[3.1.0]hexan-6-yl)methyl)sulfonyl)-8-azabicyclo[3.2.1]octan-3-yl)-5-(oxetan-3-yl)isoxazole-3-carboxamide FC1(C(C1)CN1C[C@H]2C([C@H]2C1)CS(=O)(=O)N1[C@H]2CC(C[C@@H]1CC2)NC(=O)C2=NOC(=C2)C2COC2)F